2-(5-methanesulfonyl-2-{[3-(4-{[(1S,4S)-4-(morpholin-4-yl)cyclohexyl]amino}-1-(2,2,2-trifluoroethyl)-1H-indol-2-yl)prop-2-yn-1-yl]amino}phenoxy)acetonitrile CS(=O)(=O)C=1C=CC(=C(OCC#N)C1)NCC#CC=1N(C2=CC=CC(=C2C1)NC1CCC(CC1)N1CCOCC1)CC(F)(F)F